[4-[6-(3,5-dimethylisoxazol-4-yl)-1-(2-trimethylsilylethoxymethyl) indol-3-yl]-5-(trifluoromethyl)pyrimidin-2-ylamino]-piperidine-1-carboxylate CC1=NOC(=C1C1=CC=C2C(=CN(C2=C1)COCC[Si](C)(C)C)C1=NC(=NC=C1C(F)(F)F)NC1N(CCCC1)C(=O)[O-])C